OC=1C=C2C([C@@H](NC2=CC1)C=O)C1=C(NC2=CC=CC=C12)CNCC1=CC=C2C=CN(C2=C1)CC=1N=CN(C1)C (R)-5-hydroxy-3-[2-({[1-(1-methyl-1H-imidazol-4-ylmethyl)-1H-indol-6-ylmethyl]-amino}-methyl)-1H-indol-3-yl]-2,3-dihydro-indol-2-carbaldehyde